NC1=NC=NN2C1=CC=C2[C@H]2[C@](O)([C@](O)([C@H](O2)COCC2=CC=CC=C2)CC2(CC=CC=C2)CO)CC2=CC=CC=C2 4-Amino-7-(1'-hydroxymethyl-2',3',5'-O-tribenzyl-β-D-ribofuranosyl)pyrrolo[2,1-f][1,2,4]triazine